2,4-Diamino-6-styryl-s-triazine NC1=NC(=NC(=N1)N)C=CC1=CC=CC=C1